4-(3-(4-cyano-3-(trifluoromethyl)phenyl)-5,5-dimethyl-4-oxo-2-thioxoimidazolidin-1-yl)-2-fluoro-N-methylbenzamide C(#N)C1=C(C=C(C=C1)N1C(N(C(C1=O)(C)C)C1=CC(=C(C(=O)NC)C=C1)F)=S)C(F)(F)F